O=[Cr](=O)(=O)(O)O ketochromic acid